diisobutyl 2,3-diisopropyl-2-methylsuccinate C(C)(C)C(C(=O)OCC(C)C)(C(C(=O)OCC(C)C)C(C)C)C